C1(CC1)CN1C2CC(CC1CC2)N2CCC(CC2)C2=CC1=C(N(C(=N1)C1=CC=C(C=C1)S(=O)(=O)C)C)C=C2F 5-(1-(8-(Cyclopropylmethyl)-8-azabicyclo[3.2.1]octan-3-yl)piperidin-4-yl)-6-fluoro-1-methyl-2-(4-(methylsulfonyl)phenyl)-1H-benzo[d]imidazol